CC1=CC=C(CN2CC(CC2)CN2CCC(CC2)C(=O)N)C=C1 ((1-(4-methylbenzyl)pyrrolidin-3-yl)methyl)piperidine-4-carboxamide